N-methoxy-N-methyl-spiro[2.3]hexane-5-carboxamide CON(C(=O)C1CC2(CC2)C1)C